1,3-dibromo-5-(2-ethylhexyl)thieno[3,4-c]pyrrole-4,6-dione BrC=1SC(=C2C1C(N(C2=O)CC(CCCC)CC)=O)Br